Isoamylamine C(CC(C)C)N